N1,N3-diethyl-4,5-bis(4'-bromophenyl)imidazolium bromide [Br-].C(C)N1C=[N+](C(=C1C1=CC=C(C=C1)Br)C1=CC=C(C=C1)Br)CC